6-(5-Chloro-3-(((((S)-1-phenylethoxy)carbonyl)amino)methyl)thiophen-2-yl)-2-Methylpyridine ClC1=CC(=C(S1)C1=CC=CC(=N1)C)CNC(=O)O[C@@H](C)C1=CC=CC=C1